O1CC(C1)CN1CC(C1)C(=O)N (oxetan-3-ylmethyl)azetidine-3-carboxamide